9-(3-bromophenyl)-3,6-diphenyl-9H-carbazole BrC=1C=C(C=CC1)N1C2=CC=C(C=C2C=2C=C(C=CC12)C1=CC=CC=C1)C1=CC=CC=C1